COC1=CC=C(C=C1)C1=NN2C(=NC=3C=C(C=CC3C2=N1)C(C)C)NC1C(NCCCC1)=O 3-{[2-(4-methoxyphenyl)-8-(propan-2-yl)[1,2,4]triazolo[1,5-c]quinazolin-5-yl]amino}azepan-2-one